C(CCCC)C1C(CCCC1)=O amyl-cyclohexanone